FC1=C(C(=C(C(=C1F)F)F)F)S(=O)(=O)NC1(CC1)C(=O)OC(C)(C)C tert-butyl 1-((perfluorophenyl)sulfonamido)cyclopropane-1-carboxylate